CC1=C(C(=O)NCCCC2=CC=C(C=C2)C=2C=CC3=C(OCC(N3)=O)C2)C=CC=N1 2-methyl-N-(3-(4-(3-oxo-3,4-dihydro-2H-benzo[b][1,4]oxazin-7-yl)phenyl)propyl)nicotinamide